tetraethylene glycol perfluorohexyl ether FC(C(C(C(C(C(F)(F)F)(F)F)(F)F)(F)F)(F)F)(F)OCCOCCOCCOCCO